2-[2,6-dichloro-4-[6-(difluoromethyl)-3,5-dioxo-1,2,4-triazin-2-yl]phenoxy]-N-(3-hydroxy-1-methyl-cyclobutyl)-5-(methoxymethoxy)pyridine-4-sulfonamide ClC1=C(OC2=NC=C(C(=C2)S(=O)(=O)NC2(CC(C2)O)C)OCOC)C(=CC(=C1)N1N=C(C(NC1=O)=O)C(F)F)Cl